NC1=C2C(=NC=N1)N(N=C2C2=CC=C(C=C2)OC2=CC=CC=C2)C2CCN(CC2)CC=2C=C1CN(C(C1=CC2)=O)[C@@H]2C(NC(CC2)=O)=O (S)-3-(5-((4-(4-amino-3-(4-phenoxyphenyl)-1H-pyrazolo[3,4-d]pyrimidin-1-yl)piperidin-1-yl)methyl)-1-oxoisoindolin-2-yl)piperidine-2,6-dione